2-[(2,3,4,5,6-pentafluorophenoxy)-naphth-1-oxy-phosphoryl-amino]propionic acid benzyl ester C(C1=CC=CC=C1)OC(C(C)N=P(=O)OC1=C(C=CC2=CC=CC=C12)OC1=C(C(=C(C(=C1F)F)F)F)F)=O